O[C@H](CCCO)C1=CC(=C(C=N1)C1=NC=C2C=C(N=CC2=C1)NC(=O)C1CC1)C (R)-N-(7-(6-(1,4-dihydroxybutyl)-4-methylpyridin-3-yl)-2,6-naphthyridin-3-yl)cyclopropanecarboxamide